(2-((4-(3-(2-methylmorpholino)phenyl)thiazol-2-yl)amino)-2-oxoethyl)carbamic acid (S)-tert-butyl ester C(C)(C)(C)OC(NCC(=O)NC=1SC=C(N1)C1=CC(=CC=C1)N1CC(OCC1)C)=O